C1OCC12CC(C2)NC(CCCCCCCC(=O)OC(CCCCCCCC)CCCCCCCC)CCCCCCCC(=O)OC(CC)CCCCCCCC 1-(heptadecan-9-yl) 17-(undecan-3-yl) 9-((2-oxaspiro[3.3]heptan-6-yl)amino)heptadecanedioate